C1=CC=CC=2N(C3=C(C=CC21)C=CC=C3)C(=O)N 5H-Dibenz[b,f]azepin-5-carbamid